COC(C=C)=O.[SiH4] silane (methyl)acrylate